Methyl-2-(3,5-dichloro-4-((6-oxo-1-phenyl-1,6-dihydropyridin-3-yl)oxy)phenyl)-3,5-dioxo-2,3,4,5-tetrahydro-1,2,4-triazine-6-carboxylic acid methyl ester COC(=O)C=1C(N(C(N(N1)C1=CC(=C(C(=C1)Cl)OC1=CN(C(C=C1)=O)C1=CC=CC=C1)Cl)=O)C)=O